1-(2-cyclobutylideneethyl)-N-((1S)-2-((5-(3,5-dimethyl-1H-pyrazol-4-yl)-6-fluoropyridin-2-yl)amino)-1-(4-methylcyclohexyl)-2-oxoethyl)-1H-pyrazole-5-carboxamide C1(CCC1)=CCN1N=CC=C1C(=O)N[C@H](C(=O)NC1=NC(=C(C=C1)C=1C(=NNC1C)C)F)C1CCC(CC1)C